3'-propargyl-2',3'-dideoxycytidine C(C#C)[C@H]1C[C@@H](O[C@@H]1CO)N1C(=O)N=C(N)C=C1